2-(2-(3-(4-fluorophenyl)pyridin-2-yl)pyrrolidin-1-yl)-4,6-bis(trifluoromethyl)pyridine FC1=CC=C(C=C1)C=1C(=NC=CC1)C1N(CCC1)C1=NC(=CC(=C1)C(F)(F)F)C(F)(F)F